C(C)NC(=O)N1[C@H]([C@H](CCC1)C1=CC=NN1)CO[C@@H]1CC[C@@H](CC1)C1=CC=CC=C1 (CIS)-N-ethyl-2-((((CIS)-4-phenylcyclohexyl)oxy)methyl)-3-(1H-pyrazol-5-yl)piperidine-1-carboxamide